FC(C(=O)O)CC1=CC=2CCC2C=C1F 2-fluoro-3-(4-fluorobicyclo[4.2.0]oct-1(6),2,4-trien-3-yl)propionic acid